(R)-2-((4-fluorophenyl)amino)-2-oxo-1-phenylethyl 3-amino-6-(1-(1-((1-(tert-butoxycarbonyl)piperidin-4-yl)methyl)piperidin-4-yl)-1H-pyrazol-4-yl)pyrazine-2-carboxylate NC=1C(=NC(=CN1)C=1C=NN(C1)C1CCN(CC1)CC1CCN(CC1)C(=O)OC(C)(C)C)C(=O)O[C@@H](C(=O)NC1=CC=C(C=C1)F)C1=CC=CC=C1